1-[(1S)-1-(methoxymethyl)-2,2-dimethyl-propyl]imidazo[4,5-c]quinolin-4-amine COC[C@H](C(C)(C)C)N1C=NC=2C(=NC=3C=CC=CC3C21)N